CC=1C=NOC1C(=O)N1CC2=CN=C(C=C2CC1)OCC=1C(=NOC1C)C=1C=NC(=CC1)C 2-(4-methyl-1,2-oxazole-5-carbonyl)-6-{[5-methyl-3-(6-methylpyridin-3-yl)-1,2-oxazol-4-yl]methoxy}-1,2,3,4-tetrahydro-2,7-naphthyridine